NC1=NC=NC=2N(C3=CC=C(C=C3C21)C2=C(C=CC=C2)C)CC(=O)N2[C@@H]1C[C@@H]1C[C@H]2C(=O)NC2=NC(=CC=C2)Br (1R,3S,5R)-2-(2-(4-amino-6-(o-tolyl)-9H-pyrimido[4,5-b]indol-9-yl)acetyl)-N-(6-bromopyridin-2-yl)-2-azabicyclo[3.1.0]hexane-3-carboxamide